sodium nitrite Aluminum chloride [Al](Cl)(Cl)Cl.N(=O)[O-].[Na+]